[N+](=O)([O-])C=1C=CC(=NC1NC1=CC(=NC=C1)NC(=O)N1CCCCC1)N1CCN(CC1)C(=O)OC(C)(C)C tert-butyl 4-[5-nitro-6-({2-[(piperidine-1-carbonyl)amino]pyridin-4-yl}amino)pyridin-2-yl]piperazine-1-carboxylate